C[Si](C)(C)C 2,2-dimethyl-2-silapropane